1,1,3,3-tetramethylbutylperoxy-3,5,5-trimethylhexanoate CC(CC(C)(C)C)(C)OOC(C(=O)[O-])C(CC(C)(C)C)C